BrC=1C=C(C=C(C1Cl)C(F)F)C1=NNC(O[C@H]1C)=O (S)-5-(3-bromo-4-chloro-5-(difluoromethyl)phenyl)-6-methyl-3,6-dihydro-2H-1,3,4-oxadiazin-2-one